tert-Butyl 4-(chloromethyl)indole-1-carboxylate ClCC1=C2C=CN(C2=CC=C1)C(=O)OC(C)(C)C